ClC1=C(C=CC=C1)C1=CN=C(N=N1)N1CCC2(CC1)[C@@H](C1=CC=CC=C1C2)N (S)-1'-(6-(2-chlorophenyl)-1,2,4-triazin-3-yl)-1,3-dihydrospiro[indene-2,4'-piperidin]-1-amine